3-chloro-6,7-dihydrospiro[cyclopenta[d]pyrazolo[1,5-a]pyrimidine-5,1'-cyclopentane] ClC=1C=NN2C1N=C1C(=C2)CCC12CCCC2